N1=C(C=C(C=C1C)C=1C(=NC(=NC1C1=CC=C(C=C1)F)N)NCCNC1=NC=CC=C1F)C 5-(2,6-lutidin-4-yl)-6-(4-fluorophenyl)-N4-(2-((3-fluoropyridin-2-yl)amino)ethyl)pyrimidine-2,4-diamine